C1(=CC=C(C=C1)NC(CCC1=CC=CC=C1)=O)C N-(p-tolyl)-3-phenylpropionamide